C(C)(C)(C)N(C(=O)OCC(C)C1=CNC2=CC=C(C=C12)Br)C1=NC=CC2=CC(=CC=C12)NCC1=CC(=NC(=C1)C(F)(F)F)OCC1CCN(CC1)C 2-(5-bromo-1H-indol-3-yl)propan-1-ol Tert-butyl-(6-(((2-((1-methylpiperidin-4-yl)methoxy)-6-(trifluoromethyl)pyridin-4-yl)methyl)amino)isoquinolin-1-yl)carbamate